C1(=CC(=CC=C1)\C(\C)=N\NC=1N=C2N(C=NC2=C(C1)N1CCOCC1)CCC#N)C 3-(5-{(E)-[1-(m-tolyl)ethylidene]hydrazino}-7-morpholino-3H-1,3,4-triazainden-3-yl)propiononitrile